C(CCC)OC=1C=C(C=CC1)C=1C=C2CC(C(C2=CC1F)NC(O[C@@H]1CN2CCC1CC2)=O)(C)C (S)-quinuclidin-3-yl (5-(3-butoxyphenyl)-6-fluoro-2,2-dimethyl-2,3-dihydro-1H-inden-1-yl)carbamat